C(#N)C=1C(=NC(=C(C1C1=CC=C(C=C1)OCCOC)C#N)SCC=1C=NC=CC1)C1CN(CC1)C(=O)OC(C)(C)C tert-Butyl 3-(3,5-dicyano-4-(4-(2-methoxyethoxy)phenyl)-6-((pyridin-3-ylmethyl)-thio)pyridin-2-yl)pyrrolidine-1-carboxylate